C(C)OC1=CC=CC(=N1)NC1=NC=2N(C(=C1)NC)N=CC2C(=O)N[C@H]2C(N(CC2)C)=O 5-[(6-ethoxy-2-pyridinyl)amino]-7-(methylamino)-N-[(3R)-1-methyl-2-oxo-pyrrolidin-3-yl]pyrazolo[1,5-a]pyrimidine-3-carboxamide